5-Amino-3-(4-(2-((3-neopentylisoxazol-5-yl)amino)-2-oxoethyl)phenyl)-1-(2,2,2-trifluoroethyl)-1H-pyrazole-4-carboxamide NC1=C(C(=NN1CC(F)(F)F)C1=CC=C(C=C1)CC(=O)NC1=CC(=NO1)CC(C)(C)C)C(=O)N